hydroxy-4-methyl-benzoic acid OC1=C(C(=O)O)C=CC(=C1)C